NC=1C=CC(=C(C1)C(CC1(CC1)C1=CC=CC2=CC=CC=C12)=O)C 1-(5-amino-2-methylphenyl)-2-(naphthalen-1-ylcyclopropyl)ethan-1-one